(R)-4-aminoazepan-1-carboxylic acid tert-butyl ester C(C)(C)(C)OC(=O)N1CC[C@@H](CCC1)N